4,4',4''-(benzene-1,3,5-triyltris(oxy))tris(3-fluorobenzonitrile) C1(=CC(=CC(=C1)OC1=C(C=C(C#N)C=C1)F)OC1=C(C=C(C#N)C=C1)F)OC1=C(C=C(C#N)C=C1)F